FC(C(=O)O)(F)F.COCCN1N=CC(=C1C1CCN(CC1)C1=CC2=C(C=CC[C@@H]3N2C[C@H]3N3CCNCC3)C(=N1)C(F)(F)F)C (7aS,8R)-2-(4-(1-(2-Methoxyethyl)-4-methyl-1H-pyrazol-5-yl)piperidin-1-yl)-8-(piperazin-1-yl)-4-(trifluoromethyl)-7,7a,8,9-tetrahydroazeto[1,2-a]pyrido[3,4-f]azepine trifluoroacetate